C(C)S(=O)(=O)C=1C=C(C(=NC1)NC1=NNC2=CC(=CC=C12)[C@@H]1C[C@@]12C(NC1=CC=C(C=C21)OC)=O)OC (1R,2S)-2-(3-{[5-(ethanesulfonyl)-3-methoxypyridin-2-yl]amino}-1H-indazol-6-yl)-5'-methoxy-1'H-spiro[cyclopropan-1,3'-indol]-2'-one